BrCCCCCCCCBr ls-1,8-dibromooctane